C(#N)C1=C(C=C(C=C1)NC([C@@](CN1N=CC(=C1)C1=CC=CC=C1)(C)O)=O)C(F)(F)F (S)-N-(4-cyano-3-(trifluoromethyl)phenyl)-2-hydroxy-2-methyl-3-(4-phenyl-1H-pyrazol-1-yl)propanamide